N1CC(C1)OC1=NC=CC=N1 2-(azetidin-3-yloxy)pyrimidine